(S)-N-(2-(4-(6-fluoropyridin-3-yl)-2-methylpiperazin-1-yl)pyrimidin-5-yl)-6-(1-methyl-1H-pyrazol-4-yl)nicotinamide FC1=CC=C(C=N1)N1C[C@@H](N(CC1)C1=NC=C(C=N1)NC(C1=CN=C(C=C1)C=1C=NN(C1)C)=O)C